3-METHOXY-5-AMINOPYRIDINE-4-BORONIC ACID COC=1C=NC=C(C1B(O)O)N